ClC1=NN2C(N=CC(=C2C(C)OC)N)=C1 2-Chloro-7-(1-methoxyethyl)pyrazolo[1,5-a]pyrimidin-6-amine